1-(5-Methyl-1,3,6,7,8,9-hexahydro-2,4,8-triaza-cyclopenta[a]naphthalen-2-yl)-2-(1-pyrimidin-5-yl-azetidin-3-yl)-ethanone hydrochloride Cl.CC=1N=C2C(=C3CNCCC13)CN(C2)C(CC2CN(C2)C=2C=NC=NC2)=O